Ethyl 3-methyl-5-(4-oxo-4-phenylbutylamino)benzofuran-2-carboxylate CC1=C(OC2=C1C=C(C=C2)NCCCC(C2=CC=CC=C2)=O)C(=O)OCC